OC1=C(C(=O)C2=CC=C(C=C2)OC)C=CC(=C1)OC hydroxy-4,4'-dimethoxybenzophenone